2-(5'-Methyl-2'-hydroxyphenyl)-benzotriazole CC=1C=CC(=C(C1)N1N=C2C(=N1)C=CC=C2)O